FC(C(=O)NC1=C(C=CC=C1)C#CC1=CC=CC=C1)(F)F 2,2,2-trifluoro-N-(2-(phenylethynyl)phenyl)acetamide